FC(C1C(C(C2=C(C(=CC=C12)OC=1C=C(C#N)C=C(C1)F)C(F)F)O)(F)F)F 3-((1,4-bis(difluoromethyl)-2,2-difluoro-3-hydroxy-2,3-dihydro-1H-inden-5-yl)oxy)-5-fluorobenzonitrile